(3R,5S)-2,5-DIMETHYLHEPT-6-ENE-3-SULFONAMIDE CC(C)[C@@H](C[C@@H](C=C)C)S(=O)(=O)N